(2S,4R)-1-[(2S)-2-[[2-(2,2-Diethoxyethoxy)acetyl]amino]-3,3-dimethylbutanoyl]-4-hydroxy-N-[(1S)-1-[4-(4-methylthiazol-5-yl)phenyl]ethyl]pyrrolidine-2-carboxamide C(C)OC(COCC(=O)N[C@H](C(=O)N1[C@@H](C[C@H](C1)O)C(=O)N[C@@H](C)C1=CC=C(C=C1)C1=C(N=CS1)C)C(C)(C)C)OCC